acridon C1=CC=CC=2NC3=CC=CC=C3C(C12)=O